methyl 4-[4-(3-hydroxypropyl)phenyl]-2-[4-(trifluoromethyl)benzoyl]butanoate OCCCC1=CC=C(C=C1)CCC(C(=O)OC)C(C1=CC=C(C=C1)C(F)(F)F)=O